C(C1=CC=CC=C1)OC1=NSC(=N1)N1CCN(CC1)CC1=NC2=C(N1C[C@H]1OCC1)C=C(C=C2)C(=O)O (S)-2-((4-(3-(benzyloxy)-1,2,4-thiadiazol-5-yl)piperazin-1-yl)methyl)-1-(oxetan-2-ylmethyl)-1H-benzo[d]imidazole-6-carboxylic acid